6-fluoro-N-(methyl-d3)-5-(piperazin-1-yl)pyridineamide FC1=C(C=CC(=N1)C(=O)NC([2H])([2H])[2H])N1CCNCC1